CNS(=O)(=O)CCN(C1=C(C=C(C=C1)C1=CC=CC=C1)C1=NN(C=C1)CC=1C=NC=CC1)C N-methyl-2-(methyl(3-(1-(pyridin-3-ylmethyl)-1H-pyrazol-3-yl)-[1,1'-biphenyl]-4-yl)amino)ethane-1-sulfonamide